C1(CCC1)OC=1C(=CC=2C(N1)=NN(C2)C21COC(C2)(C1)C)C(=O)NC=1C(N(C=CC1)[C@H]1[C@H](C1)F)=O 6-cyclobutoxy-N-(1-(cis-2-fluorocyclopropyl)-2-oxo-1,2-dihydropyridin-3-yl)-2-(1-methyl-2-oxabicyclo[2.1.1]hex-4-yl)-2H-pyrazolo[3,4-b]pyridine-5-carboxamide